3-(tert-butyl) 1-ethyl 8-((3,5-difluoro-4-(4-fluorophenoxy)phenyl)sulfonyl)-3,8-diazabicyclo[3.2.1]octane-1,3-dicarboxylate FC=1C=C(C=C(C1OC1=CC=C(C=C1)F)F)S(=O)(=O)N1C2(CN(CC1CC2)C(=O)OC(C)(C)C)C(=O)OCC